NC1=NC=NC=2N(C3=CC=C(C=C3C21)Br)CC(=O)N2[C@@H]1C[C@@]1(C[C@H]2C(=O)NC2=NC(=CC=C2)Br)C (1R,3S,5R)-2-(2-(4-amino-6-bromo-9H-pyrimido[4,5-b]indol-9-yl)acetyl)-N-(6-bromopyridin-2-yl)-5-methyl-2-azabicyclo[3.1.0]hexane-3-carboxamide